tert-butyl 6-[4-(3-pyrazin-2-yl-2-pyridyl)-piperazin-1-yl]-2-azaspiro[3.4]octane-2-carboxylate N1=C(C=NC=C1)C=1C(=NC=CC1)N1CCN(CC1)C1CC2(CN(C2)C(=O)OC(C)(C)C)CC1